[Na].[Na].OC1=CC=NC=C1 4-hydroxypyridine disodium salt